OC(CC(=O)OCCC(C)O)C 3-hydroxybutyl 1-3-hydroxybutyrate